6-(Tert-butyl)-10-chloro-9-(3-methoxypropoxy)-3-(5-oxo-4,5-dihydro-1H-tetrazol-1-yl)-6,7-dihydro-2H-pyrido[2,1-a]isoquinolin-2-one C(C)(C)(C)C1N2C(C3=CC(=C(C=C3C1)OCCCOC)Cl)=CC(C(=C2)N2N=NNC2=O)=O